[Cl-].C(C)(=O)NN acetyl-hydrazine chloride